NC1=NC=2C=CC=CC2C2=C1N=C(N2CCCCN(C(C)=O)C2CS(C2)(=O)=O)CC N-(4-(4-amino-2-ethyl-1H-imidazo[4,5-c]quinolin-1-yl)butyl)-N-(1,1-dioxothietan-3-yl)acetamide